1-(2-(3-methyl-1,2,4-oxadiazol-5-yl)-2-azabicyclo[2.2.2]oct-5-yl)-N-((1-methylcyclobutyl)methyl)piperidine-4-carboxamide CC1=NOC(=N1)N1C2CC(C(C1)CC2)N2CCC(CC2)C(=O)NCC2(CCC2)C